FC1(C[C@H]2C([C@H]2C1)CNC1=NC=C(C=C1S(=O)(=O)NC)C=1N=CN(C1)C)F ((((1r,5s,6r)-3,3-difluorobicyclo[3.1.0]hexane-6-yl)methyl)amino)-N-methyl-5-(1-methyl-1H-imidazol-4-yl)pyridine-3-sulfonamide